6-bromo-4-(difluoromethyl)-3-iodo-1-tetrahydropyran-2-yl-indazole BrC1=CC(=C2C(=NN(C2=C1)C1OCCCC1)I)C(F)F